C(C)(C)(C)OC(=O)N1C(CC1)C1=NC=C(N=C1)OC1=C(C=C(C=C1)Cl)Cl [5-(2,4-dichlorophenoxy)pyrazin-2-yl]azetidine-1-carboxylic acid tert-butyl ester